N-(2-ethyl-6-methylphenyl)-2-(4-isobutylphenyl)-2,4-dimethylpent-4-en-1-imine C(C)C1=C(C(=CC=C1)C)N=CC(CC(=C)C)(C)C1=CC=C(C=C1)CC(C)C